2,3,5,6-tetrafluoro-3'-(trifluoromethoxy)-[1,1'-biphenyl]-2',4',6'-d3-4-amine FC1=C(C(=C(C(=C1F)N)F)F)C=1C(=C(C(=CC1[2H])[2H])OC(F)(F)F)[2H]